BrC1=CC(=CN1)S(=O)(=O)NC1=C(C=C(C(=C1)F)C(F)(F)F)F 5-bromo-N-[2,5-difluoro-4-(trifluoromethyl)phenyl]-1H-pyrrole-3-sulfonamide